C(C1=CC=CC=C1)N1CCN(CC1)CC(=O)NC=1SC=C(N1)C1=CC(=CC=C1)C 2-(4-benzylpiperazine-1-yl)-N-(4-(3-methylphenyl)thiazole-2-yl)acetamide